N1(CCNCC1)C=1SC(C(N1)=O)=CC=1N(C(=CN1)[N+](=O)[O-])C 2-(1-piperazinyl)-5-[(1-methyl-5-nitro-1H-imidazol-2-yl)methylene]thiazol-4(5H)-one